5,6-dimethoxy-3-methylbenzofuran COC=1C(=CC2=C(C(=CO2)C)C1)OC